C(CC=C)OCC=O 2-(BUT-3-EN-1-YLOXY)ACETALDEHYDE